[Ca].OC(C(=O)OCCCCC=1C=CC=CC1CCCCO)C(C)C 3,4-benzenedibutanol hydroxy-β-methylbutyrate calcium